ClC1=CC=C(C2=C1C=C(O2)F)COC2=C(C=CC(=N2)C2=CCC(CC2)CC2=NC1=C(N2C[C@H]2OCC2)C=C(C=C1)C(=O)OC)F methyl 2-((4-(6-((4-chloro-2-fluorobenzofuran-7-yl)methoxy)-5-fluoropyridin-2-yl)cyclohex-3-en-1-yl)methyl)-1-(((S)-oxetan-2-yl)methyl)-1H-benzo[d]imidazole-6-carboxylate